C(#N)C1=CC(=NC=C1)N1CC(C2=C1N=CN=C2N2[C@H](CN([C@@H](C2)C)C(=O)OC(C)(C)C)C)(C(=O)OCC)C ethyl 7-(4-cyano-2-pyridinyl)-4-[(2S,5R)-2,5-dimethyl-4-[(2-methylpropan-2-yl)oxycarbonyl]piperazin-1-yl]-5-methyl-6H-pyrrolo[2,3-d]pyrimidine-5-carboxylate